N-[6-(but-2-yl)-5-cyanopyridin-2-yl]-N-[(tert-butoxy)carbonyl]carbamic acid tert-butyl ester C(C)(C)(C)OC(N(C(=O)OC(C)(C)C)C1=NC(=C(C=C1)C#N)C(C)CC)=O